5-(2-fluorophenyl)-3-(4-(4-methylpiperazin-1-yl)phenyl)-1H-pyrazolo[4,3-c]pyridazin-6(5H)-one FC1=C(C=CC=C1)N1N=C2C(=CC1=O)NN=C2C2=CC=C(C=C2)N2CCN(CC2)C